N-(3-fluorobenzyl)-4-((4-(4-(hydroxycarboxyformyl)benzyl)piperazin-1-yl)methyl)benzamide FC=1C=C(CNC(C2=CC=C(C=C2)CN2CCN(CC2)CC2=CC=C(C=C2)C(=O)C(=O)OO)=O)C=CC1